ClC=1C(=NC=C(C1[C@H](C)OC=1C=C2C(=NN(C2=CC1)C1OCCCC1)I)Cl)F 5-[(1S)-1-(3,5-dichloro-2-fluoro-4-pyridinyl)ethoxy]-3-iodo-1-tetrahydropyran-2-yl-indazole